1,4-phenylene bis(4-aminobenzoate) NC1=CC=C(C(=O)OC2=CC=C(C=C2)OC(C2=CC=C(C=C2)N)=O)C=C1